C(C)(C)N1N=C(N=C1[C@H]1C[C@H](CC1)N1CCOCC1)C1=NC=CC(=C1)C(F)(F)F 4-((1S,3R)-3-(1-isopropyl-3-(4-(trifluoromethyl)pyridin-2-yl)-1H-1,2,4-triazol-5-yl)cyclopentyl)morpholine